(2R,3R,4S,5R)-4-[[3-(2-Ethoxy-3,4-difluoro-phenyl)-4,5-dimethyl-5-(trifluoromethyl)tetrahydrofuran-2-carbonyl]amino]-1-oxido-pyridin-1-ium-2-carboxamid C(C)OC1=C(C=CC(=C1F)F)[C@@H]1[C@@H](O[C@]([C@H]1C)(C(F)(F)F)C)C(=O)NC1=CC(=[N+](C=C1)[O-])C(=O)N